C1(CC1)N1[C@@H](CN(CC1)C1CCN(CC1)C1=C(C=C(C(=C1)OC)NC1=NC=NC(=C1)N1OCC[C@@H]1CC1=CC(=CC=C1)N(C)C)NC(C=C)=O)C N-(2-(4-((R)-4-cyclopropyl-3-methylpiperazine-1-yl)piperidine-1-yl)-5-((6-((S)-3-(3-(dimethyl-amino)benzyl)isoxazolidine-2-yl)pyrimidine-4-yl)amino)-4-methoxy-phenyl)acrylamide